imidazo[1,2-b]pyridazin-3-carboxamide N=1C=C(N2N=CC=CC21)C(=O)N